FC(C(O)C=1C(=NC(=CC1)N1C=NC2=C1C=C(C=C2)NC=2N=NC(=CC2)C)N2N=C(C=C2C)C#N)F 1-[3-(2,2-Difluoro-1-hydroxy-ethyl)-6-[6-[(6-methylpyridazin-3-yl)amino]benzimidazol-1-yl]-2-pyridyl]-5-methyl-pyrazole-3-carbonitrile